CC(CCC(=O)N)C 4-Methylpentanamide